5-(4-Azidobutoxy)-1,3-Diisopropyl-1H-Benzo[d]Imidazol-3-Ium Iodide [I-].N(=[N+]=[N-])CCCCOC1=CC2=C(N(C=[N+]2C(C)C)C(C)C)C=C1